[9-(2-carboxyethyl)-6-(ethylamino)-2,7-dimethylxanthen-3-ylidene]-ethylazanium C(=O)(O)CCC=1C2=CC(=C(C=C2OC2=CC(C(=CC12)C)=[NH+]CC)NCC)C